C(CCCCCCCCCCCCCCCCC)C1=C(N=CN1)CCCCCCCCCCCCCCCCCC (dioctadecyl)imidazole